CC1=C(C=CC=C1C1=NN=C(O1)C=1C=C(CN2CCC(CC2)O)C=CC1)C1=CC=CC=C1 1-(3-(5-(2-methyl-[1,1'-biphenyl]-3-yl)-1,3,4-oxadiazol-2-yl)benzyl)piperidin-4-ol